C([C@H]([C@H]([C@@H]([C@H](C=O)NS(=O)(=O)O)O)O)O)O glucosamine N-sulfate